tert-butyl N-ethyl-N-[(2S)-2-[4-(3-ethynyl-6-fluoro-1-tetrahydropyran-2-yl-indazol-5-yl)-2-methyl-pyrazol-3-yl]oxypropyl]carbamate C(C)N(C(OC(C)(C)C)=O)C[C@H](C)OC=1N(N=CC1C=1C=C2C(=NN(C2=CC1F)C1OCCCC1)C#C)C